methyl (1R,2S,5S)-3-{(2S)-2-[(tert-butoxycarbonyl)amino]-2-cyclohexylacetyl}-6,6-dimethyl-3-azabicyclo[3.1.0]hexane-2-carboxylate C(C)(C)(C)OC(=O)N[C@H](C(=O)N1[C@@H]([C@H]2C([C@H]2C1)(C)C)C(=O)OC)C1CCCCC1